ClC1=CC=C(C=C1)C=1N=C2N(C=CC=C2)C1CN1CC2N(C(C1)C2)C(=O)C2CCC2 (3-{[2-(4-chlorophenyl)imidazo[1,2-a]pyridin-3-yl]methyl}-3,6-diazabicyclo[3.1.1]hept-6-yl)(cyclobutyl)methanone